C(C)OC(=O)C1=NN(C(=C1CC=O)C)C 1,5-dimethyl-4-(2-oxo-ethyl)-1H-pyrazole-3-carboxylic acid ethyl ester